C(CCCCCCCCCCCCCCCCC)N(C)CCCCCCCCCCCCCCCCCC distearylmethyl-amine